9,9-bis[4-(glycidyloxy)phenyl]fluorene ethyl-5-methyl-2,4,5,7-tetrahydropyrano[3,4-c]pyrazole-3-carboxylate C(C)OC(=O)C1=C2C(=NN1)COC(C2)C.C(C2CO2)OC2=CC=C(C=C2)C2(C1=CC=CC=C1C=1C=CC=CC21)C2=CC=C(C=C2)OCC2CO2